C(=O)=C1NC(CCC1N1C(C2=CC=C(C=C2C1=O)N1CCN(CC1)CC1CCNCC1)=O)=C=O 2-(2,6-dicarbonylpiperidin-3-yl)-5-(4-(piperidin-4-ylmethyl)piperazin-1-yl)isoindoline-1,3-dione